ClC1=C(C=CC(=C1OC=1C(=C2C(N(C=NC2=CC1)C)=O)Cl)F)NS(=O)(=O)N1CC2CC2C1 N-(2-chloro-3-((5-chloro-3-methyl-4-oxo-3,4-dihydroquinazolin-6-yl)oxy)-4-fluorophenyl)-3-azabicyclo[3.1.0]hexane-3-sulfonamide